C(C)OC(=O)C=1OC2=C(C1)C=C(C=C2)C2=CN=C1N2N=C(C=C1)NC1CC(CCC1)N 5-(6-((3-aminocyclohexyl)amino)imidazo[1,2-b]pyridazin-3-yl)benzofuran-2-carboxylic acid ethyl ester